3-((S)-2-((6-oxo-5-(trifluoromethyl)-1,6-dihydropyridazin-4-yl)amino)propoxy)propane O=C1C(=C(C=NN1)N[C@H](COCCC)C)C(F)(F)F